CN1C(NC=C1)=N methyl-1,3-dihydro-2H-imidazol-2-imine